N-(5-cyclopentylpyrimidin-2-yl)-2-[(6-methylpyridin-2-yl)sulfanyl]-5-nitrobenzamide C1(CCCC1)C=1C=NC(=NC1)NC(C1=C(C=CC(=C1)[N+](=O)[O-])SC1=NC(=CC=C1)C)=O